4-((6-hydroxyhexyl)oxy)benzoic acid OCCCCCCOC1=CC=C(C(=O)O)C=C1